8'-Bromo-7'-fluoro-3-(4-methoxyphenyl)spiro[cyclobutane-1,1'-pyrrolo[2,3-c]quinolin]-2'(3'H)-one BrC1=CC=2C3=C(C=NC2C=C1F)NC(C31CC(C1)C1=CC=C(C=C1)OC)=O